[2-(6-Fluoro-4-methoxy-2-methyl-indol-1-yl)-ethyl]-[6-(2-trifluoromethyl-1H-benzoimidazol-5-yl)-pyrimidin-4-yl]-amine FC1=CC(=C2C=C(N(C2=C1)CCNC1=NC=NC(=C1)C1=CC2=C(NC(=N2)C(F)(F)F)C=C1)C)OC